tert-butyl 4-[2-chloro-4-[[1-methyl-5-[3-(trifluoromethyl)-1H-pyrazol-4-yl]imidazole-2-carbonyl]amino]benzoyl]piperazine-1-carboxylate ClC1=C(C(=O)N2CCN(CC2)C(=O)OC(C)(C)C)C=CC(=C1)NC(=O)C=1N(C(=CN1)C=1C(=NNC1)C(F)(F)F)C